CC1=NC=CC(=C1)C(CCC2CC2)(C3=CC(=C(C=C3)F)NC(=O)C4=CC(=NN4C5=CC=CC(=C5)CN)C(F)(F)F)N (+)-N-(5-(1-amino-3-cyclopropyl-1-(2-methylpyridin-4-yl)propyl)-2-fluorophenyl)-1-(3-(aminomethyl)phenyl)-3-(trifluoromethyl)-1H-pyrazole-5-carboxamide